N-(benzo[d][1,3]dioxol-5-yl)-2-((5-methoxythiazolo[4,5-b]pyridin-2-yl)thio)acetamide O1COC2=C1C=CC(=C2)NC(CSC=2SC=1C(=NC(=CC1)OC)N2)=O